N1=C(C=CC=C1)/C=C/C(=O)C1=CC2=C(N(C(N2C)=O)C)C=C1 (E)-5-(3-(pyridin-2-yl)acryloyl)-1,3-dimethyl-1,3-dihydro-2H-benzo[d]imidazol-2-one